(methylamino)thiazole-4-carboxylic acid CNC=1SC=C(N1)C(=O)O